sodium methyl naphthalenedisulfonate C=1(C(=CC=C2C=CC=CC12)S(=O)(=O)[O-])S(=O)(=O)OC.[Na+]